4-chloro-3-nitro-2-(prop-1-en-2-yl)pyridine ClC1=C(C(=NC=C1)C(=C)C)[N+](=O)[O-]